(1s,4s)-4-(8-(2-chloro-6-fluorophenylamino)-2-(oxetan-3-ylamino)-9H-purin-9-yl)cyclohexanecarboxamide ClC1=C(C(=CC=C1)F)NC=1N(C2=NC(=NC=C2N1)NC1COC1)C1CCC(CC1)C(=O)N